2-[7-[(3-isopropyl-1H-indazol-6-yl)amino]-1-oxo-isoindolin-2-yl]-N-(2,2,2-trifluoroethyl)acetamide C(C)(C)C1=NNC2=CC(=CC=C12)NC=1C=CC=C2CN(C(C12)=O)CC(=O)NCC(F)(F)F